(3S,4R)-N-(biphenyl-3-yl)-4-phenylpyrrolidine-3-carboxamide hydrochloride Cl.C1(=CC(=CC=C1)NC(=O)[C@@H]1CNC[C@H]1C1=CC=CC=C1)C1=CC=CC=C1